4-(2,4-difluorophenyl)-N-(4,4-dimethylcyclohexyl)-1H-pyrrole-2-carboxamide FC1=C(C=CC(=C1)F)C=1C=C(NC1)C(=O)NC1CCC(CC1)(C)C